4-(4-(1-methylazetidin-3-yl)piperazin-1-yl)-1H-benzo[d]Imidazole CN1CC(C1)N1CCN(CC1)C1=CC=CC=2NC=NC21